CC1=C(C=CC(=N1)C(CC)=O)N1CCNCC1 1-(6-methyl-5-(piperazin-1-yl)pyridin-2-yl)propan-1-one